C[C@@H]1NCC[C@H](C1)N Trans-2-methylpiperidin-4-amine